N-(2'-chloro-3'-(6-methoxy-5-((5-oxo-2,6-diazaspiro[3.4]octan-2-yl)methyl)pyridin-2-yl)-2-methyl-[1,1'-biphenyl]-3-yl)-1,3-dimethyl-2,4-dioxo-1,2,3,4-tetrahydropyrimidine-5-carboxamide ClC1=C(C=CC=C1C1=NC(=C(C=C1)CN1CC2(C1)C(NCC2)=O)OC)C2=C(C(=CC=C2)NC(=O)C=2C(N(C(N(C2)C)=O)C)=O)C